COC=1C=C2C=CC(=CC2=CC1)[C@@H](C(=O)OC1=CC=C(C=C1)C(N)=S)C (S)-4-carbamothioylphenyl 2-(6-methoxynaphthalen-2-yl)propanoate